OCC(=C(C(=O)N)C)CCC (1-hydroxymethyl)propyl-methacrylamide